N-methyl-N-[[4-[5-(trifluoromethyl)-1,2,4-oxadiazol-3-yl]phenyl]methyl]cyclopropanesulfonamide CN(S(=O)(=O)C1CC1)CC1=CC=C(C=C1)C1=NOC(=N1)C(F)(F)F